4-(3-methyl-2,3,4,5-tetrahydropyridin-6-yl)cyclohex-3-en CC1CN=C(CC1)C1=CCCCC1